FC(C=1C=2N(C(=CC1)N1CCC3(C(N4[C@H](O3)CC[C@H]4C4=CC=CC=C4)=O)CC1)N=CN2)F (5'S,7a'R)-1-[8-(difluoromethyl)[1,2,4]triazolo[1,5-a]pyridin-5-yl]-5'-phenyltetrahydro-3'H-spiro[piperidine-4,2'-pyrrolo[2,1-b][1,3]oxazol]-3'-one